(S)-4-(4-fluorophenyl)-5-iodo-1-(oxetan-2-ylmethyl)-1H-imidazole-2-carbaldehyde FC1=CC=C(C=C1)C=1N=C(N(C1I)C[C@H]1OCC1)C=O